FC=1C=C(C2=C(C=C(O2)CN2C=NC3=C(C2=O)C=NC=C3)C1)C(=O)OC(C(F)(F)F)C 1,1,1-Trifluoropropan-2-yl 5-fluoro-2-((4-oxo-pyrido[4,3-d]pyrimidin-3(4H)-yl)methyl)benzo-furan-7-carboxylate